[Si](C)(C)(C(C)(C)C)OC1CC(CC(C1)N1C(=NC=2C=NC(=CC21)C2=NN(C=N2)COCC[Si](C)(C)C)CC(C)C)NC(OC(C)(C)C)=O tert-butyl (3-((tert-butyldimethylsilyl)oxy)-5-(2-isobutyl-6-(1-((2-(trimethylsilyl)ethoxy)methyl)-1H-1,2,4-triazol-3-yl)-1H-imidazo[4,5-c]pyridin-1-yl)cyclohexyl)carbamate